N1CCNCC(C1)CS (1,4-diazepan-6-yl)methanethiol